(S)-N1-(1-(2-(2-ethylbutylamino)-2-oxoethyl)-2-oxo-1,2-dihydropyridin-3-yl)-2-(furan-3-carboxamido)-N6-methyl-5-oxohexanediamide C(C)C(CNC(CN1C(C(=CC=C1)NC([C@H](CCC(C(=O)NC)=O)NC(=O)C1=COC=C1)=O)=O)=O)CC